FCCN1C(CC(CC1)[C@@H]1CC12NCCC(C2)C(=O)N)(C)C (S)-1-(2-fluoroethyl-2,2-dimethylpiperidin-4-yl)-4-azaspiro[2.5]octane-7-carboxamide